(S)-2-amino-3-hydroxy-N-(5-methyl-1-(m-tolyl)-1H-indazol-6-yl)propanamide hydrochloride Cl.N[C@H](C(=O)NC1=C(C=C2C=NN(C2=C1)C=1C=C(C=CC1)C)C)CO